1-(3-(3,5-dimethylpiperidin-1-yl)propyl)-3-(2-(4-ethylpiperazin-1-yl)-4-methylquinolin-6-yl)thiourea CC1CN(CC(C1)C)CCCNC(=S)NC=1C=C2C(=CC(=NC2=CC1)N1CCN(CC1)CC)C